(R)-4-(2-(benzyl(methyl)amino)-1-hydroxyethyl)benzene-1,2-diol C(C1=CC=CC=C1)N(C[C@H](O)C=1C=C(C(=CC1)O)O)C